8-cyano-2-(imidazol-1-yl)-N-[(trans)-4-methoxycyclohexyl]quinoline-4-carboxamide C(#N)C=1C=CC=C2C(=CC(=NC12)N1C=NC=C1)C(=O)N[C@@H]1CC[C@H](CC1)OC